(1R,2R,3S)-N-(4-{[7-{[2-(diethylamino)ethyl]oxy}-6-(methyloxy)quinolin-4-yl]oxy}-3-fluorophenyl)-N'-(4-fluorophenyl)-2,3-dimethylcyclopropane-1,1-dicarboxamide C(C)N(CCOC1=C(C=C2C(=CC=NC2=C1)OC1=C(C=C(C=C1)NC(=O)C1([C@@H]([C@@H]1C)C)C(=O)NC1=CC=C(C=C1)F)F)OC)CC